ClC1=CC(=C(C2=C1N=C(O2)N(C(C)C=2C(=NC=CN2)C2=CC=C(C=N2)C#N)C)Cl)C(F)(F)F 6-[3-[1-[[4,7-dichloro-6-(trifluoromethyl)-1,3-benzoxazol-2-yl]-methyl-amino]ethyl]pyrazin-2-yl]pyridine-3-carbonitrile